COC=1C=CC(=NC1)C1=NSC(=N1)NC1=NC=CC(=C1)OC1CCOCC1 3-(5-methoxy-pyridin-2-yl)-N-(4-(tetrahydro-2H-pyran-4-yloxy)pyridin-2-yl)-1,2,4-thiadiazol-5-amine